azetidin-4-ol N1CCC1O